C[C@H]1N(CCC1)CC1=CC=C(C=C1)B1OC(C(O1)(C)C)(C)C (R)-2-methyl-1-(4-(4,4,5,5-tetramethyl-1,3,2-dioxaborolan-2-yl)benzyl)Pyrrolidine